4-(2-(2-(2-isopropylphenyl)-4-(pyridin-3-ylmethyl)piperazin-1-yl)-7-azaspiro[3.5]nonan-7-yl)benzamide C(C)(C)C1=C(C=CC=C1)C1N(CCN(C1)CC=1C=NC=CC1)C1CC2(C1)CCN(CC2)C2=CC=C(C(=O)N)C=C2